ClC1=C(C=C(C=C1OC)OC)C1=CC2=C(N=C(N=C2)NC2=C(C=C(C=C2)N2CCC(CC2)N(C)C)F)N2C1=NN=C2 6-(2-chloro-3,5-dimethoxyphenyl)-N-(4-(4-(dimethylamino)piperidin-1-yl)-2-fluorophenyl)-[1,2,4]tri-azolo[4',3':1,6]pyrido[2,3-d]pyrimidin-2-amine